3-(4-oxobenzo[d][1,2,3]triazin-3(4H)-yl)piperidin-2,6-dione O=C1C2=C(N=NN1C1C(NC(CC1)=O)=O)C=CC=C2